CO[C@H](C(CC(=O)OC(C)(C)C)=O)C tert-butyl (S)-4-methoxy-3-oxopentanoate